1-benzyl-6-bromo-1H-2,1-benzothiazin-4(3H)-one 2,2-dioxide C(C1=CC=CC=C1)N1S(CC(C2=C1C=CC(=C2)Br)=O)(=O)=O